CN[C@@H](C)CC1=CC2=C(C=C1)OCO2 (S)-N-methyl-3,4-methylenedioxyamphetamine